N-propyl-N'-decylurea C(CC)NC(=O)NCCCCCCCCCC